2-[3-(3,5-dichlorophenyl)ureido]-4-methoxy-N-propylbenzamide ClC=1C=C(C=C(C1)Cl)NC(NC1=C(C(=O)NCCC)C=CC(=C1)OC)=O